5-[4-(azetidin-3-yl)phenyl]-1-(2,2-dimethylpropyl)triazoleN N1CC(C1)C1=CC=C(C=C1)C1CN=NN1CC(C)(C)C